CN1C(=NC2=C1C=CC=C2)C=2C(=C(C=CC2N2C1=CC=CC=C1N(C=1C=CC=CC21)C)N2C1=CC=CC=C1N(C=1C=CC=CC21)C)N2C1=CC=CC=C1N(C=1C=CC=CC21)C 10,10',10''-(3-(1-methyl-1H-benzo[d]imidazol-2-yl)benzene-1,2,4-triyl)tris(5-methyl-5,10-dihydrophenazine)